(Z)-(((1,2-dichlorovinyl)oxy)methyl)benzene Cl\C(=C/Cl)\OCC1=CC=CC=C1